OC1=CC=C(C=C1)P(C1=CC=C(C=C1)O)(C1=CC=C(C=C1)O)=O tris(p-hydroxyphenyl)phosphin oxide